(S)-3-((6-cyano-1-methyl-2-oxo-1,2-dihydropyridin-3-yl)amino)butanoic acid ethyl ester C(C)OC(C[C@H](C)NC=1C(N(C(=CC1)C#N)C)=O)=O